CN1C(=NC=C1)CCN1N=C(C=CC1=O)C1=NC=CC=C1 2-(2-(1-methyl-1H-imidazol-2-yl)ethyl)-6-(pyridin-2-yl)pyridazin-3(2H)-one